COC(=O)N1C=CC2=CC=CC=C12 methyl-1H-indole-1-carboxylate